Isoindol-6-one C1=NC=C2C=CC(C=C12)=O